C(C)(=O)OC(COCCCCC)C propylene glycol amyl ether acetate